N-(1-(2-(dimethylamino)ethyl)-5-((4-(1-methyl-1H-indol-3-yl)pyrimidin-2-yl)amino)-1H-indazol-7-yl)isobutyramide CN(CCN1N=CC2=CC(=CC(=C12)NC(C(C)C)=O)NC1=NC=CC(=N1)C1=CN(C2=CC=CC=C12)C)C